methylenebis(2,6-di(isobutyl)aniline) C(NC1=C(C=CC=C1CC(C)C)CC(C)C)NC1=C(C=CC=C1CC(C)C)CC(C)C